ClC=1C=CC(=C(C1)C1(C(NC=2C1=NC=C(C2)C(F)(F)F)=O)C)OC 3-(5-chloro-2-methoxyphenyl)-3-methyl-6-(trifluoromethyl)-1H-pyrrolo[3,2-b]pyridin-2(3H)-one